(5-(bis(4-methoxybenzyl)amino)-2,3-bis(trifluoromethyl)phenyl)boronic acid COC1=CC=C(CN(C=2C=C(C(=C(C2)B(O)O)C(F)(F)F)C(F)(F)F)CC2=CC=C(C=C2)OC)C=C1